FC1(CCN(CC1)C(CCCCCC(=O)NC1=CC(=CC=C1)C1C(NC(CC1)=O)=O)=O)F 7-(4,4-difluoropiperidin-1-yl)-N-(3-(2,6-dioxopiperidin-3-yl)phenyl)-7-oxoheptanamide